2-(isopropylamino)ethane C(C)(C)NCC